C(C)OC1=C(C=C2CN(C(C2=C1)=O)CC1=CC=NC=C1)C(=O)NC[C@@H](O)[C@H]1N(CC2=CC=CC=C2C1)C(=O)OC(C)(C)C tert-butyl (S)-3-((R)-2-(6-ethoxy-1-oxo-2-(pyridin-4-ylmethyl) isoindoline-5-carboxamido)-1-hydroxyethyl)-3,4-dihydroisoquinoline-2(1H)-carboxylate